C1(CC1)NC1=NN=C(O1)C=O (5-(cyclopropylamino)-1,3,4-oxadiazol-2-yl)methanone